BrC(C1C(O1)CC1=CC=CC=C1)(Br)OC(C1C(O1)CC1=CC=CC=C1)(Br)Br Dibromotolueneglycidyl ether